5-propylsulfanyl-2-amino-benzimidazole C(CC)SC1=CC2=C(N=C(N2)N)C=C1